6H-[1,4]oxazine O1C=CN=CC1